(S)-6-(4-chlorophenyl)-N-(1-(2-hydroxypropionyl)-4-methylpiperidin-4-yl)-2-(1-methyl-1H-pyrazol-4-yl)-3-oxo-2,3-dihydropyridazine-4-carboxamide ClC1=CC=C(C=C1)C=1C=C(C(N(N1)C=1C=NN(C1)C)=O)C(=O)NC1(CCN(CC1)C([C@H](C)O)=O)C